C(C)(C)(C1=CC=CC=C1)C1=CC=C(C=C1)S(=O)(=O)OC1=C(C=CC=C1)NC(=O)NC1=C(C=CC=C1)OS(=O)(=O)C1=CC=C(C=C1)C(C)(C)C1=CC=CC=C1 N,N'-di-[2-(p-cumylbenzenesulfonyloxy)phenyl]urea